The molecule is the simplest member of the class of propane-1,2-diols, consisting of propane in which a hydrogen at position 1 and a hydrogen at position 2 are substituted by hydroxy groups. A colourless, viscous, hygroscopic, low-melting (-59℃) and high-boiling (188℃) liquid with low toxicity, it is used as a solvent, emulsifying agent, and antifreeze. It has a role as a protic solvent, an allergen, a human xenobiotic metabolite and a mouse metabolite. It is a member of propane-1,2-diols and a glycol. CC(CO)O